6-((((1R,2R)-2-Hydroxycyclopentyl)amino)methyl)-2-(2'-(4-methyl-4H-1,2,4-triazol-3-yl)-[1,1'-biphenyl]-3-yl)-4-(trifluoromethyl)isoindolin-1-one O[C@H]1[C@@H](CCC1)NCC1=CC(=C2CN(C(C2=C1)=O)C=1C=C(C=CC1)C1=C(C=CC=C1)C1=NN=CN1C)C(F)(F)F